ClC1=CC(=CC=2N1C=NC2C=2SC(=NN2)C(F)F)S(=O)(=O)NC2(CC2)C 5-chloro-1-[5-(difluoromethyl)-1,3,4-thiadiazol-2-yl]-N-(1-methylcyclopropyl)imidazo[1,5-a]pyridine-7-sulfonamide